FC(C=1C(=C(C=CC1)[C@@H](C)NC=1C2=C(N=C(N1)C)N=C(C(=C2)C2CCS(CC2)(=N)=O)OC)F)F 4-(4-(((R)-1-(3-(difluoromethyl)-2-fluorophenyl)ethyl)amino)-7-methoxy-2-methylpyrido[2,3-d]pyrimidin-6-yl)-1-iminohexahydro-1λ6-thiopyran 1-oxide